N-(2-(tert-butylamino)-8-(3-hydroxypiperidin-1-yl)pyrido[4,3-d]pyrimidin-5-yl)benzamide C(C)(C)(C)NC=1N=CC2=C(N1)C(=CN=C2NC(C2=CC=CC=C2)=O)N2CC(CCC2)O